FC=1C=C2C(CCOC2=C(C1)F)C1=C(N=C2N1C=C(C=C2)OC2=NC=CC=C2OCC(F)(F)F)C(=O)N (6,8-difluorochroman-4-yl)-6-[[3-(2,2,2-trifluoroethoxy)-2-pyridyl]oxy]imidazo[1,2-a]pyridine-2-carboxamide